1-(2,3-dihydro-1H-inden-2-yl)biguanide hydrochloride Cl.C1C(CC2=CC=CC=C12)NC(=N)NC(=N)N